tert-butyl 4-(7-(4-methyl-1H-imidazol-1-yl)imidazo[1,2-a]pyrimidin-3-yl)-1,4-diazepane-1-carboxylate CC=1N=CN(C1)C1=NC=2N(C=C1)C(=CN2)N2CCN(CCC2)C(=O)OC(C)(C)C